1-(4-thiophenylphenyl)-(3-cyclopentyl)-propane-1,2-dione-2-oxime benzoate C(C1=CC=CC=C1)(=O)O.S1C(=CC=C1)C1=CC=C(C=C1)C(C(CC1CCCC1)=NO)=O